N-[2-Hydroxy-2-methyl-propyl]4-[4-(4-pyridyl)-benzyl]-pyrrolo[1,2-b]pyridazine-2-carboxamide OC(CNC(=O)C=1C=C(C=2N(N1)C=CC2)CC2=CC=C(C=C2)C2=CC=NC=C2)(C)C